N-(3-bromo-4-fluorophenyl)-N'-hydroxy-4-((2-(2-carbonylimidazolidin-1-yl)ethyl)amino)-1,2,5-oxadiazole-3-carboxamidine BrC=1C=C(C=CC1F)NC(=NO)C1=NON=C1NCCN1C(NCC1)=C=O